2-(((((9H-fluoren-9-yl)methoxy)carbonyl)amino)-3-hydroxypropyl)pyrrolidine-1-carboxylic acid tert-butyl ester C(C)(C)(C)OC(=O)N1C(CCC1)CCC(O)NC(=O)OCC1C2=CC=CC=C2C=2C=CC=CC12